(5R)-5-(aminomethyl)-N-(4-cyclopropylphenyl)-N-(2-methoxyethyl)-5,6,7,8-tetrahydronaphthalen-2-amine NC[C@H]1C=2C=CC(=CC2CCC1)N(CCOC)C1=CC=C(C=C1)C1CC1